3,5-dicarboxybenzenesulfonic acid benzyltriphenylphosphonium salt C(C1=CC=CC=C1)[P+](C1=CC=CC=C1)(C1=CC=CC=C1)C1=CC=CC=C1.C(=O)([O-])C=1C=C(C=C(C1)C(=O)[O-])S(=O)(=O)[O-].C(C1=CC=CC=C1)[P+](C1=CC=CC=C1)(C1=CC=CC=C1)C1=CC=CC=C1.C(C1=CC=CC=C1)[P+](C1=CC=CC=C1)(C1=CC=CC=C1)C1=CC=CC=C1